FC1=CC2=C(N=C(S2)NC[C@@H]2N(C3CC([C@@H]2C)C3)C(C3=C(C=CC(=C3)F)N3N=CC=N3)=O)C=C1 6-Fluoro-N-({(3R,4S)-2-[5-fluoro-2-(2H-1,2,3-triazol-2-yl)benzoyl]-4-methyl-2-azabicyclo[3.1.1]heptan-3-yl}methyl)-1,3-benzothiazol-2-amin